FC1=CC2=C(C(=CO2)C=2C=C(OC2)C(CCC(=O)OC)=O)C=C1 Methyl 4-(4-(6-fluorobenzofuran-3-yl) furan-2-yl)-4-oxobutanoate